1-palmitoyl-2-(9'-oxo-nonanoyl)-sn-glycero-3-phosphorylcholine C(CCCCCCCCCCCCCCC)(=O)OC[C@@H](OC(CCCCCCCC=O)=O)COP(=O)(O)OCC[N+](C)(C)C